(3-(1-(2-methoxyethyl)-1H-imidazol-4-yl)-1-(4-(trifluoromethyl)phenyl)-1H-indol-5-yl)acrylamide COCCN1C=NC(=C1)C1=CN(C2=CC=C(C=C12)C(C(=O)N)=C)C1=CC=C(C=C1)C(F)(F)F